CC1([C@H]2CC3=C(C(=C(N=C3[C@@H]1C2)N2[C@@H](C1(CN(C1)C(C=C)=O)CC2)C)C#N)C2=C1C=NNC1=CC=C2C)C (1R,9R)-10,10-dimethyl-6-(5-methyl-1H-indazol-4-yl)-4-((5R)-5-methyl-2-(2-propenoyl)-2,6-diazaspiro[3.4]octan-6-yl)-3-azatricyclo[7.1.1.02,7]undeca-2,4,6-triene-5-carbonitrile